CC(C)(COC1=CC=C(C=C1)N)COC2=CC=C(C=C2)N 1,3'-bis(4-aminophenoxy)-2,2-dimethylpropane